(1,1-dioxidothiomorpholino)((1R,5S)-6-(4-(1,1-dioxidothiomorpholino)phenyl)-9,9-dimethyl-2,6-diazabicyclo[3.2.2]nonan-2-yl)methanone O=S1(CCN(CC1)C(=O)N1[C@H]2CN([C@@H](CC1)C(C2)(C)C)C2=CC=C(C=C2)N2CCS(CC2)(=O)=O)=O